5-methoxycarbonylthiophene-3-diazonium hexafluorophosphate F[P-](F)(F)(F)(F)F.COC(=O)C1=CC(=CS1)[N+]#N